6-chloro-4-phenyl-3-(5-phenyl-4,5-dihydro-1H-pyrazol-3-yl)-1H-quinolin-2-one ClC=1C=C2C(=C(C(NC2=CC1)=O)C1=NNC(C1)C1=CC=CC=C1)C1=CC=CC=C1